FC=1C=CC=C2C(=NC=NC12)N[C@@H](CCOC1CC(C1)CCC1=NC=2NCCCC2C=C1)C(=O)O N-(8-Fluoroquinazolin-4-yl)-O-((1S,3R)-3-(2-(5,6,7,8-tetrahydro-1,8-naphthyridin-2-yl)ethyl)cyclobutyl)homoserine